[Se]1C(=CC=C1)N SelenOleylamin